(6S)-2-(hydroxymethyl)-6-(4-(isopropylsulfonyl)phenyl)-2-(methoxymethyl)quinuclidin-3-one germanium [Ge].OCC1(N2[C@@H](CC(C1=O)CC2)C2=CC=C(C=C2)S(=O)(=O)C(C)C)COC